C(CCC)C(=S)SC(C(=O)O)C 2-(butylthiocarbonylthio)propanoic acid